6-((2-hydroxyethyl)amino)hexanoic acid undecyl ester C(CCCCCCCCCC)OC(CCCCCNCCO)=O